C1=CC=CC=2C3=CC=CC=C3C(C12)COC(=O)N[C@H](C(=O)N1[C@@H](CCC1)C(=O)O)CC1=CC=CC=C1 (2S)-1-[(2S)-2-(9H-fluoren-9-ylmethoxycarbonylamino)-3-phenylpropanoyl]pyrrolidine-2-carboxylic acid